O=C1N=CC=NC=C1NC1=NC=2C=CC=CC2C=2N1N=C(N2)C2=CC=C(C#N)C=C2 4-(5-{[(6R)-5-oxo-1,4-diazepin-6-yl]amino}[1,2,4]triazolo[1,5-c]quinazolin-2-yl)benzonitrile